(E)-2-(azetidin-3-yl)vinylsulfonamide trifluoroacetate FC(C(=O)O)(F)F.N1CC(C1)/C=C/S(=O)(=O)N